CCCCN1C(=O)C2=CC=CC3=C2C(=CC=C3)C1=O N-N-butyl-1,8-naphthalimide